(2S,3S,4S,5R,6R)-3,4,5-triacetoxy-6-bromo-tetrahydro-2H-pyran-2-carboxylic acid methyl ester COC(=O)[C@H]1O[C@@H]([C@@H]([C@H]([C@@H]1OC(C)=O)OC(C)=O)OC(C)=O)Br